[Si](C)(C)(C(C)(C)C)OCC1CCN(CC1)S(=O)(=O)C1CCC(CC1)NC(OC(C)(C)C)=O tert-butyl N-[4-[[4-[[tert-butyl(dimethyl)silyl]oxymethyl]-1-piperidyl]sulfonyl]cyclohexyl]carbamate